(S)-2,2-difluoro-1-(1-neopentyl-6-(2-(trifluoromethyl)phenyl)-1H-indol-3-yl)ethan-1-amine FC([C@@H](N)C1=CN(C2=CC(=CC=C12)C1=C(C=CC=C1)C(F)(F)F)CC(C)(C)C)F